δ-Fmoc-lysine C(=O)(OCC1C2=CC=CC=C2C2=CC=CC=C12)C(CC[C@H](N)C(=O)O)CN